tert-butyl 4-(4-aminophenyl)-3,3-difluoro-piperidine-1-carboxylate NC1=CC=C(C=C1)C1C(CN(CC1)C(=O)OC(C)(C)C)(F)F